FC(C1=C(C(=CC=C1)OC)C=1C=CC=2C(=NC(=CN2)[C@H]2CN(CCC2)C(=O)OC(C)(C)C)N1)F tert-butyl (3R)-3-[6-[2-(difluoromethyl)-6-methoxy-phenyl]pyrido[2,3-b]pyrazin-3-yl]piperidine-1-carboxylate